ClC=1C=CC=C2C=CC(=NC12)C1=CC=C(OCCO)C=C1 2-[4-(8-chloro-2-quinolinyl)phenoxy]ethanol